N-(4-((3-chloro-2-(N-(cyclopropanecarbonyl)cyclopropanecarboxamido)pyridin-4-yl)oxy)-3-fluorophenyl)-1-(4-Fluorophenyl)-6-methyl-2-oxo-1,2-dihydropyridine-3-carboxamide ClC=1C(=NC=CC1OC1=C(C=C(C=C1)NC(=O)C=1C(N(C(=CC1)C)C1=CC=C(C=C1)F)=O)F)N(C(=O)C1CC1)C(=O)C1CC1